FC=1C=CC2=C(N=C(O2)[C@H]2N(CCC3=C2N=CN3)C(=O)C3=CN=C(O3)C(C)(C)F)C1 (S)-(4-(5-fluorobenzo[d]oxazol-2-yl)-6,7-dihydro-1H-imidazo[4,5-c]pyridin-5(4H)-yl)(2-(2-fluoropropan-2-yl)oxazol-5-yl)methanone